C(C)C(CCN)N 1-Ethyl-1,3-Propandiamin